methyl 2-((2-azabicyclo[4.1.0]hept-5-yl) methyl)-1-(thiazol-5-ylmethyl)-1H-benzo[d]imidazole-6-carboxylate C12NCCC(C2C1)CC1=NC2=C(N1CC1=CN=CS1)C=C(C=C2)C(=O)OC